2,4-Dimethylthioxanthon CC1=CC=2C(C3=CC=CC=C3SC2C(=C1)C)=O